(5Z)-5-[[1-(3-fluorophenyl)pyrazol-4-yl]methylene]-2-thioxo-thiazolidin-4-one FC=1C=C(C=CC1)N1N=CC(=C1)\C=C/1\C(NC(S1)=S)=O